ClC1=C(C(=NN1C)C1=CC=C(C=C1)C(F)(F)F)C=O 5-CHLORO-1-METHYL-3-[4-(TRIFLUOROMETHYL)PHENYL]-1H-PYRAZOLE-4-CARBOXALDEHYDE